CC(C#CC(OC)=S)(C)N(CCCCCCCC)C methyl 4-methyl-4-[methyl (octyl) amino]pent-2-ynethioate